2-chloro-5-nitro-4-(piperidin-1-yl)benzonitrile ClC1=C(C#N)C=C(C(=C1)N1CCCCC1)[N+](=O)[O-]